(1r,3s,5s)-8-(5-(5-fluoro-2-methylpyridin-4-yl)-1H-pyrazole-3-carbonyl)-N-((3r,6r)-6-(trifluoromethyl)tetrahydro-2H-pyran-3-yl)-8-azabicyclo[3.2.1]octane-3-carboxamide FC=1C(=CC(=NC1)C)C1=CC(=NN1)C(=O)N1[C@H]2CC(C[C@@H]1CC2)C(=O)N[C@H]2CO[C@H](CC2)C(F)(F)F